4-[(3S)-3-amino-3-methylpyrrolidin-1-yl]-5-(3,5-difluorophenyl)-N-(3,3-dimethylcyclobutyl)pyridine-3-carboxamide N[C@@]1(CN(CC1)C1=C(C=NC=C1C1=CC(=CC(=C1)F)F)C(=O)NC1CC(C1)(C)C)C